C(=O)(O)C1=C(C(=CC=C1C(=O)O)OC1=CC=C(C=C1)C1=CC=C(C=C1)\C=C\C(C1=CC=CC=C1)=O)C1=C(C(C(=O)O)=CC=C1OC1=CC=C(C=C1)C1=CC=C(C=C1)\C=C\C(C1=CC=CC=C1)=O)C(=O)O 3-[2,3-Dicarboxy-6-[4-[4-[(E)-3-oxo-3-phenylprop-1-enyl]phenyl]phenoxy]phenyl]-4-[4-[4-[(E)-3-oxo-3-phenylprop-1-enyl]phenyl]phenoxy]phthalic acid